C(C(C)C)[C@H](NC([C@@H](NC([C@@H](NC(C1=CC=C(C=C1)C1=NC=CC=C1)=O)C)=O)C(C)C)=O)C(NC(\C=C\C(=O)OCC)C[C@H]1C(NCC1)=O)=O ethyl (3S,6S,9S,E)-9-isobutyl-6-isopropyl-3-methyl-1,4,7,10-tetraoxo-12-(((S)-2-oxopyrrolidin-3-yl)methyl)-1-(4-(pyridin-2-yl)phenyl)-2,5,8,11-tetraazapentadec-13-en-15-oate